3-ethynyl-2-iodo-1,1'-biphenyl C(#C)C=1C(=C(C=CC1)C1=CC=CC=C1)I